(2-hydroxy-5-methyl-3-nitrophenyl)(2-nitrophenyl)methanone OC1=C(C=C(C=C1[N+](=O)[O-])C)C(=O)C1=C(C=CC=C1)[N+](=O)[O-]